(2-Hydroxyethyl-2-d)carbamic acid tert-butyl ester C(C)(C)(C)OC(NCC([2H])O)=O